OCOC(=O)C=1C=C2N=CC=3N(C2=CC1)C=CC3.BrC=3C=CC(=C(C3)C3(CC(C3)(C)C(=O)OC)O)F methyl 3-(5-bromo-2-fluorophenyl)-3-hydroxy-1-methylcyclobutyl-carboxylate (hydroxymethyl)pyrrolo[1,2-a]quinoxaline-7-carboxylate